C(CCCCCCCCCC)OCC(CO)(COCCCCCCCCCCC)COCCCCCCCCCCC 3-(Undecyloxy)-2,2-bis((undecyloxy)methyl)propan-1-ol